C(C1=CC=CC=C1)OC=1C=C(C=C(C1OCC1=CC=CC=C1)OCC1=CC=CC=C1)C1OC=2C=C(C=C(C2CC1O)O)O 2-(3,4,5-tribenzyloxy-phenyl)chroman-3,5,7-triol